3-cyclopropyl-4-(2,5-dimethyl-4-methanesulfonyl-phenyl)-1H-pyrazolo[4,3-c]pyridine hydrochloride Cl.C1(CC1)C1=NNC2=C1C(=NC=C2)C2=C(C=C(C(=C2)C)S(=O)(=O)C)C